CCCCC/C(=C/C1=CC=CC=C1)/COC=O alpha-amyl cinnamyl formate